1,3-dimethylol-4,5-dihydroxyimidazolidine C(O)N1CN(C(C1O)O)CO